2-(3-(oxiran-2-ylmethyl)-2-oxoimidazolidin-1-yl)-4,6-bis(trifluoromethyl)phenyl (4-fluorophenyl)(methyl)carbamate FC1=CC=C(C=C1)N(C(OC1=C(C=C(C=C1C(F)(F)F)C(F)(F)F)N1C(N(CC1)CC1OC1)=O)=O)C